N-((4,6-dimethyl-2-oxo-1,2-dihydropyridin-3-yl)methyl)-3-(ethyl-(tetrahydro-2H-pyran-4-yl)amino)-2-methyl-5-(trans-3-morpholinylcyclobutoxy)benzamide CC1=C(C(NC(=C1)C)=O)CNC(C1=C(C(=CC(=C1)O[C@@H]1C[C@H](C1)N1CCOCC1)N(C1CCOCC1)CC)C)=O